ethyl (S)-2-(tert-butoxy)-2-(7-(4-chlorophenyl)-5-methyl-2-(1-methyl-1H-pyrrolo[3,2-b]pyridin-5-yl)benzo[d]thiazol-6-yl)acetate C(C)(C)(C)O[C@H](C(=O)OCC)C1=C(C2=C(N=C(S2)C2=CC=C3C(=N2)C=CN3C)C=C1C)C1=CC=C(C=C1)Cl